C[C@H]1CN(CCN1C1=CC=C(C=C1)C)S(=O)(=O)C1=CC=C(C=C1)NC(NCC=1C=NC=CC1)=O 3-{4-[(3S)-3-methyl-4-(4-methylphenyl)piperazine-1-sulfonyl]phenyl}-1-(pyridin-3-ylmethyl)urea